(2R,5S)-4-(5-cyclopropyl-7-(4-vinylpyridin-2-yl)-7H-pyrrolo[2,3-d]pyrimidin-4-yl)-2,5-dimethylpiperazine-1-carboxylic acid tert-butyl ester C(C)(C)(C)OC(=O)N1[C@@H](CN([C@H](C1)C)C=1C2=C(N=CN1)N(C=C2C2CC2)C2=NC=CC(=C2)C=C)C